OC[C@@H]1CN([C@H](CO1)C)C(=O)OC(C)(C)C tert-Butyl (2S,5S)-2-(hydroxymethyl)-5-methylmorpholine-4-carboxylate